F[C@H]1CN(CC1)C(=O)C=1C(=C(C=CC1)NC=1C(C(C1NC(CC)CC)=O)=O)O (R)-3-((3-(3-Fluoropyrrolidine-1-carbonyl)-2-hydroxyphenyl)amino)-4-(pentan-3-ylamino)cyclobut-3-ene-1,2-dione